CC1=C(C=CC=C1)C=C1C=C(C(C(=C1)C(C)(C)C)=O)C(C)(C)C 4-(2-methylphenyl)methylene-2,6-di-tert-butyl-2,5-cyclohexadien-1-one